ClC1=CC(=C(CC2C(N(CCC2)C2=NC(=NN2)C2=CN=NC=C2C)=O)C=C1)O 3-(4-Chloro-2-hydroxybenzyl)-1-(3-(5-methylpyridazin-4-yl)-1H-1,2,4-triazol-5-yl)piperidin-2-one